N-((5-chloro-6-(2-cyclobutoxyethoxy)-1H-indol-2-yl)methyl)acetamide ClC=1C=C2C=C(NC2=CC1OCCOC1CCC1)CNC(C)=O